(+)-camphor-10-sulfonic acid CC1(C2CCC1(C(=O)C2)CS(=O)(=O)O)C